ClC=1C=C(CNCCCCOC[C@@H](C)OC2=NC3=C(C4=CN=CC=C24)C=CC(=C3)C(=O)N)C=CC1OC(F)(F)F (R)-5-((1-(4-((3-chloro-4-(trifluoromethoxy)benzyl)amino)butoxy)propan-2-yl)oxy)benzo[c][2,6]naphthyridine-8-carboxamide